(S)-N-(2-((3-(3,4-dihydroisoquinolin-2(1H)-yl)-2-hydroxypropyl)carbamoyl)imidazo[1,2-a]pyridin-6-yl)oxazole-2-carboxamide methyl-2-fluoro-4-(1-methyl-1H-1,2,3-triazol-4-yl)benzoate COC(C1=C(C=C(C=C1)C=1N=NN(C1)C)F)=O.C1N(CCC2=CC=CC=C12)C[C@H](CNC(=O)C=1N=C2N(C=C(C=C2)NC(=O)C=2OC=CN2)C1)O